NC1=C(C=CC(=C1)N1CCC(CC1)F)O 2-amino-4-(4-fluoro-1-piperidinyl)phenol